ClC1=CC=CC=2C(=COC21)C=2N=C(C(=NC2)OCC(C)(OC2OCCCC2)C)C 5-(7-chloro-1-benzofuran-3-yl)-3-methyl-2-[2-methyl-2-(oxan-2-yloxy)propoxy]pyrazine